2-iodo-N-(4-(pyrrolidin-1-yl)cyclohexyl)-1-(2,2,2-trifluoroethyl)-1H-indol-4-amine IC=1N(C=2C=CC=C(C2C1)NC1CCC(CC1)N1CCCC1)CC(F)(F)F